OC(C)(C)C=1C=C(SC1)[S@](=O)(N)=NC(NC1=C2C(=NC(=C1)C(C)C)CCC2)=O (S)-4-(2-Hydroxypropan-2-yl)-N'-((2-isopropyl-6,7-dihydro-5H-cyclopenta[b]pyridin-4-yl)carbamoyl)thiophene-2-sulfonimidamide